3-cyclobutyl-N-methyl-1-(1-methyl-3-(1-methyl-1H-pyrazol-4-yl)-1H-indazol-5-yl)-5,6-dihydroimidazo[1,5-a]pyrazine-7(8H)-carboxamide C1(CCC1)C1=NC(=C2N1CCN(C2)C(=O)NC)C=2C=C1C(=NN(C1=CC2)C)C=2C=NN(C2)C